CC(C)(CC(CC)CC)C 2,2-dimethyl-4-ethylhexane